C(CCCCCCCCCCC)N.P(=O)(OCCCC)(OCCCCCC(C)C)O butyl isooctyl phosphate dodecylamine salt